4-((4-(benzyloxy)-2-methoxy-6-methylbenzoyl)oxy)-3-(difluoromethyl)-2,5,6-trimethylbenzoic acid C(C1=CC=CC=C1)OC1=CC(=C(C(=O)OC2=C(C(=C(C(=O)O)C(=C2C)C)C)C(F)F)C(=C1)C)OC